C(#N)[C@H]1C[C@@H](CC1)N1CC(N(C2(CN(C2)C(=O)NC)C1=O)CC1=CC=C(C=C1)C(F)(F)F)=O 8-((1R,3R)-3-cyano-cyclopentyl)-N-methyl-6,9-dioxo-5-(4-(trifluoromethyl)benzyl)-2,5,8-triazaspiro[3.5]-nonane-2-carboxamide